tert-butyl (S)-2-((1-(2-(2-cyclopropylpyridin-4-yl)-3,7-dimethyl-4-oxo-4H-pyrido[1,2-a]pyrimidin-9-yl)ethyl)amino)benzoate C1(CC1)C1=NC=CC(=C1)C=1N=C2N(C(C1C)=O)C=C(C=C2[C@H](C)NC2=C(C(=O)OC(C)(C)C)C=CC=C2)C